5-(2-(4-((3-(cyanomethyl)-5-methylbenzyl)amino)butoxy)ethoxy)benzo[c][2,6]naphthyridine-8-carboxamide C(#N)CC=1C=C(CNCCCCOCCOC2=NC3=C(C4=CN=CC=C24)C=CC(=C3)C(=O)N)C=C(C1)C